FC1=C(CN2C(C3=NC=CC=C3C2=O)([2H])[2H])C(=CC(=C1)C=1C2=CN(N=C2C=C(C1)F)C([2H])([2H])[2H])F 6-(2,6-difluoro-4-(6-fluoro-2-(methyl-d3)-2H-indazol-4-yl)benzyl)-6,7-dihydro-5H-pyrrolo[3,4-b]pyridin-5-one-7,7-d2